P(=O)(OC[C@]1(OC([C@@H]([C@@H]1O)O)C1=CC=C2C(=NC=NN21)N)C#N)(OC[C@H](CCCCCCCCCCCCCCCCCC)OCC2=CC(=CC(=C2)F)C#N)O ((2R,3S,4R)-5-(4-aminopyrrolo[2,1-f][1,2,4]triazin-7-yl)-2-cyano-3,4-dihydroxytetrahydrofuran-2-yl)methyl ((S)-2-((3-cyano-5-fluorobenzyl)oxy) icosyl) hydrogen phosphate